C(C)N1N=C(C2=C(C=CC=C12)CC1=CC=C(C=C1)C(F)(F)F)C(=O)O 1-ethyl-4-[[4-(trifluoromethyl)phenyl]methyl]indazole-3-carboxylic acid